2,6-dichloro-3-methyl-4-((methylsulfonyl)methyl)pyridine ClC1=NC(=CC(=C1C)CS(=O)(=O)C)Cl